C(CCCCCCC)C1=CC=C(C(=O)NC=2C=NC3=CC=CC=C3C2)C=C1 4-octyl-N-quinolin-3-ylbenzamide